C(C=C)N1N(C2=NC(=CC=C2C1=O)NC1=NC=C(C(=C1)N[C@H](CO)C1=CC=CC=C1)C=1OC(=NN1)C)C(C)C (S)-2-allyl-6-((4-((2-hydroxy-1-phenylethyl)amino)-5-(5-methyl-1,3,4-oxadiazol-2-yl)pyridin-2-yl)amino)-1-isopropyl-1,2-dihydro-3H-pyrazolo[3,4-b]pyridin-3-one